C(C=C)(=O)N1[C@H](CN(CC1)C1=CC(=NC=2CN(CCC12)C1=CC=CC2=CC=CC(=C12)C)C(=O)NCCN(C)C)CC#N (S)-4-(4-acryloyl-3-(cyanomethyl)piperazin-1-yl)-N-(2-(dimethylamino)ethyl)-7-(8-methylnaphthalen-1-yl)-5,6,7,8-tetrahydro-1,7-naphthyridine-2-carboxamide